NC1=C(C(=NC=N1)NCC1C(CN(CC1)C(C=C)=O)(C)C)C1=CC=C(C=C1)OC1=CC=CC=C1 1-(4-(((6-amino-5-(4-phenoxyphenyl)pyrimidin-4-yl)amino)methyl)-3,3-dimethylpiperidin-1-yl)prop-2-en-1-one